[Si](C)(C)(C(C)(C)C)OC=1C=C(C=CC1C1OCCO1)CN1C=C(C2=CC=CC=C12)C1=NC(=NC=C1)NC1=CC(=C(C=C1OC)N(C)CCN(C)C)[N+](=O)[O-] N4-{4-[1-({3-[(tert-butyldimethylsilyl)oxy]-4-(1,3-dioxolan-2-yl)phenyl}methyl)indol-3-yl]pyrimidin-2-yl}-N1-[2-(dimethylamino)ethyl]-5-methoxy-N1-methyl-2-nitrobenzene-1,4-diamine